[O-]Br(=O)=O.[Na+] The molecule is an inorganic sodium salt having bromate as the counterion. It has a role as an oxidising agent and a nephrotoxin. It is a bromate salt and an inorganic sodium salt.